C(C)(=O)C(C(=O)O)(C)N 2-Acetyl-aminopropionic acid